C(C)OC1=C(C=O)C(=CC=C1)C(=O)N1[C@@H](CCCC1)COC1=C(C(=CC=C1)O)C=O 2-ethoxy-6-[(2S)-2-[(2-formyl-3-hydroxyphenoxy)methyl]piperidine-1-carbonyl]benzaldehyde